ClC1=CC2=C(C=N1)C=C(N2COCC[Si](C)(C)C)C(C)=O 1-(6-chloro-1-[[2-(trimethylsilyl)ethoxy]methyl]pyrrolo[3,2-c]pyridin-2-yl)ethanone